N,N-dimethylaminoglycine CN(C)NCC(=O)O